3-(3-chloro-phenylamino)-N,N-diethylpropionamide ClC=1C=C(C=CC1)NCCC(=O)N(CC)CC